OC1=C(C(C2=CC=CC=C12)=O)C1=NC2=CC=CC=C2N=C1 3-hydroxy-2-(2-quinoxalinyl)-1-indenone